ClC=1C=C(N)C=CC1OC1=CC(=NC=C1)C=1C=NN(C1)C 3-chloro-4-((2-(1-methyl-1H-pyrazol-4-yl)pyridin-4-yl)oxy)aniline